P(=O)(OOCCCCCCCCCCCCOCC(C)C)([O-])[O-] isobutoxydodecyloxy phosphate